OC(C)(C)C(=O)C(C)(C)O 1-hydroxyisopropylketone